BrC=1C=C(C=CC1)C(C(=O)O)(CCCO)C 2-(3-bromophenyl)-5-hydroxy-2-methylpentanoic acid